ClCC\C=C\CCCCCCCCCCC(OC)OC (3E)-1-chloro-15,15-dimethoxy-3-pentadecene